2,2-diethyl-1,3-propylene glycol adipate C(CCCCC(=O)O)(=O)O.C(C)C(CO)(CO)CC